2-amino-3,9-dibromo-10H-chromeno[3,2-b]pyridin-10-one NC1=C(C=C2C(=N1)C(C=1C(=CC=CC1O2)Br)=O)Br